FC(C=1C=C(C(=NC1)NC1=NC(=NS1)C=1C=C2C(=CN1)N(CC2)C)NC)F 5-(difluoromethyl)-N3-methyl-N2-(3-(1-methyl-2,3-dihydro-1H-pyrrolo[2,3-c]pyridin-5-yl)-1,2,4-thiadiazol-5-yl)pyridine-2,3-diamine